1-phenylhydrazine hydrochloride Cl.C1(=CC=CC=C1)NN